2-Hydroxy-6-Aminopurine OC1=NC(=C2NC=NC2=N1)N